[C@@H]1(CC=CCC1)C(=O)O (1R)-3-cyclohexene-1-carboxylic acid